2-((1R,3R)-1-Acetoxy-4-methyl-3-((2S,3S)-3-methyl-2-((R)-1-methylpiperidine-2-carboxamido)-N-(pentyloxy)pentanamido)pentyl)thiazole-4-carboxylic acid C(C)(=O)O[C@H](C[C@H](C(C)C)N(C([C@H]([C@H](CC)C)NC(=O)[C@@H]1N(CCCC1)C)=O)OCCCCC)C=1SC=C(N1)C(=O)O